(Z)-1-Chloro-7,11-dimethyl-3-methylene-6,10-dodecadien-4-yl p-tolyl sulfone C1(=CC=C(C=C1)S(=O)(=O)C(C(CCCl)=C)C\C=C(/CCC=C(C)C)\C)C